2-hydroxy-2-sulfonatoacetic acid OC(C(=O)O)S(=O)(=O)[O-]